FC(C=1C=C(C=CC1F)NC(N(C)[C@H]1COCC=2NC(C=3C=C(C=CC3C21)F)=O)=O)F (R)-3-(3-(difluoromethyl)-4-fluorophenyl)-1-(8-fluoro-6-oxo-1,4,5,6-tetrahydro-2H-pyrano[3,4-c]isoquinolin-1-yl)-1-methylurea